NC(CC(C(=O)OC(C)(C)C)P(=O)(OCC)OCC)=O tert-butyl 4-amino-2-(diethoxyphosphoryl)-4-oxobutanoate